N1C=NC(=C1)C(=O)[O-].C(CCC)[Sn+](CCCC)CCCC tributyltin imidazole-4-formate